1-[(4R)-4-methylcyclohex-1-yl]ethanone ammonium [NH4+].CC1CCC(CC1)C(C)=O